tetrahydro-2H-pyran-4-thiol O1CCC(CC1)S